NCCCNC(C1=C(C=C(C=C1)NC=1C=2N(C=CN1)C(=CN2)C2=C(C(=C(C=C2)OC)F)Cl)CC)=O N-(3-aminopropyl)-4-[[3-(2-chloro-3-fluoro-4-methoxyphenyl)imidazo[1,2-a]pyrazin-8-yl]amino]-2-ethylbenzamide